1,2-dichlorofluoroethylene ClC(=CCl)F